C(C)(C)(C)C12CC3CC(CC(C1)C3)C2 t-butyladamantane